O=C1C[C@@H](N(CC1)C(=O)OC(C)(C)C)C(=O)OCC 1-(tert-Butyl) 2-ethyl (R)-4-oxopiperidine-1,2-dicarboxylate